2-acetamido-1,3-di-O-acetyl-4,6-O-benzylidene-2-deoxy-D-glucopyranose CC(=O)N[C@@H]1[C@H]([C@H]2[C@@H](COC(O2)C3=CC=CC=C3)OC1OC(=O)C)OC(=O)C